CC1C(=C(C(=C1C)C)C)C pentamethylcyclopentadien